C(=O)(O)CC(CCC[C@H](N)C(=O)O)N epsilon-(carboxymethyl)-lysine